OCC=1C(=CC2=CC(=C(C(=C2C1)C(C)C)O)O)C1=CC2=CC(=C(C(=C2C=C1CO)C(C)C)O)O 1,1',6,6',7,7'-hexahydroxy-5,5'-diisopropyl-3,3'-dimethyl-[2,2'-binaphthyl]